FC=1C=C(C=CC1)[B-](C1=CC(=CC=C1)F)(C1=CC(=CC=C1)F)C1=CC(=CC=C1)F.[Ag+] silver tetrakis(3-fluorophenyl)borate